3-(((4-bromo-2-chloro-5-fluorobenzyl)oxy)methyl)-3-fluoroazetidine-1-carboxylic acid tert-butyl ester C(C)(C)(C)OC(=O)N1CC(C1)(F)COCC1=C(C=C(C(=C1)F)Br)Cl